(Z)-3-fluoro-4-(2-methyl-4-(4-(morpholinosulfonyl)phenyl)-1H-benzo[d]imidazol-1-yl)but-2-en-1-amine Hydrochloride Cl.F\C(=C/CN)\CN1C(=NC2=C1C=CC=C2C2=CC=C(C=C2)S(=O)(=O)N2CCOCC2)C